C(CCCCCCC)C1=C(C(=C(C(=C1S(=O)(=O)O)CCCCCCCCCCCCCCCCCC)CCCCCCCC)CCCCCCCC)CCCCCCCC tetraoctylOctadecyl-benzenesulfonic acid